mono-sodium tetradecyl phosphate P(=O)(OCCCCCCCCCCCCCC)([O-])O.[Na+]